BrC=1C=C(C=NC1)C1N(N=CC1)C(C(CCCCl)(C)C)=O 3-(5-bromo-3-pyridyl)-3,4-dihydropyrazol-2-yl-5-chloro-2,2-dimethyl-pentan-1-one